N-((1,2,3,5,6,7-hexahydro-s-indacen-4-yl)carbamoyl)-4-methyl-4,5,6,7-tetrahydropyrazolo[1,5-a]pyrimidine-3-sulfonimidamide C1CCC2=C(C=3CCCC3C=C12)NC(=O)NS(=O)(=N)C=1C=NN2C1N(CCC2)C